N-((5-fluoropyridin-3-yl)methyl)-2-((4'R)-4'-(pyridin-2-yl)tetrahydrospiro[bicyclo[3.1.0]hexane-3,2'-pyran]-4'-yl)ethylamine FC=1C=C(C=NC1)CNCC[C@@]1(CC2(OCC1)CC1CC1C2)C2=NC=CC=C2